2'-Chloro-5'-methoxy-N-(5-(3-methoxy-6-(trifluoromethyl)picolinoyl)-5,6-dihydro-4H-pyrrolo[3,4-d]thiazol-2-yl)-6-methyl-[4,4'-bipyridine]-3-carboxamide ClC1=NC=C(C(=C1)C1=C(C=NC(=C1)C)C(=O)NC=1SC2=C(N1)CN(C2)C(C2=NC(=CC=C2OC)C(F)(F)F)=O)OC